((S)-1-(4-chlorophenyl)ethyl)-2-((R)-1-methylpyrrolidin-2-yl)acetamide ClC1=CC=C(C=C1)[C@@H](C)C(C(=O)N)[C@@H]1N(CCC1)C